COC1=C2NC3=C(C=NC(NC=4C=CC=C(COCC(C=C1C1=NN(C=N1)C)=C2)N4)=C3)C(=O)NC 10-Methoxy-N-methyl-11-(1-methyl-1,2,4-triazol-3-yl)-15-oxa-2,4,8,21-tetrazatetracyclo[15.3.1.13,7.19,13]tricosa-1(21),3(23),4,6,9,11,13(22),17,19-nonaene-6-carboxamide